C1(CCCCC1)[C@@H](C(NC1=CC=C2C(=C1)NC(C21CCOCC1)=O)=O)NC(OC(C)C)=O Propan-2-yl N-{(1S)-1-cyclohexyl-2-oxo-2-[(2-oxospiro[1H-indole-3,4'-oxane]-6-yl)amino]-ethyl}carbamate